N-(4-chloro-6-phenoxy-pyrimidin-2-yl)benzenesulfonamide ClC1=NC(=NC(=C1)OC1=CC=CC=C1)NS(=O)(=O)C1=CC=CC=C1